C(C)(=O)N1CC2(C1)CC(C2)C2=CC=C(C=C2)NC(OCC2=CN=CO2)=O oxazol-5-ylmethyl (4-(2-acetyl-2-azaspiro[3.3]heptan-6-yl)phenyl)carbamate